Cl.FC1(CCN(CC1)N)F 4,4-difluoropiperidin-1-amine hydrochloride